1-vinyl-3-octylimidazole chloride salt [Cl-].C(=C)N1CN(C=C1)CCCCCCCC